C(C)(C)(C)S(=O)(=O)NC(=O)C=1N=NC(=CC1)N1CCN(CC1)C(=O)C=1SC=C(C1)C1=CC(=CC=C1)OCC N-tert-Butylsulfonyl-6-[4-[4-(3-ethoxyphenyl)thiophene-2-carbonyl]piperazin-1-yl]pyridazine-3-carboxamide